BrC1=C2C(C(OC2=O)=O)=C(C2=C1C(OC2=O)=O)Br 4,8-dibromo-1H,3H-benzo[1,2-c:4,5-c']difuran-1,3,5,7-tetraone